COC1O[C@@H]([C@H]2OC(O[C@H]21)(C)C)CN [(3aR,6R,6aR)-4-methoxy-2,2-dimethyl-3a,4,6,6a-tetrahydrofuro[3,4-d][1,3]dioxol-6-yl]methanamine